CN1N=NC2=C1C=CC=C2 methyl-1H-benzo[d][1,2,3]triazol